C(C)C1=C(C=CC(=C1F)F)[C@H]1CO[C@@]([C@H]1C)(C(F)(F)F)C (2R,3S,4S,5S)-3-(2-ethyl-3,4-difluoro-phenyl)-4,5-dimethyl-5-(trifluoromethyl)tetrahydrofuran